NC1=C(SC2=NC(=CC=C21)C)C(=O)N[C@@H]2CC=1C=CC(=NC1CC2)N2C[C@@H]([C@@H](C2)OC)N 3-amino-N-[(6S)-2-[(3S,4R)-3-amino-4-methoxypyrrolidin-1-yl]-5,6,7,8-tetrahydroquinolin-6-yl]-6-methylthieno[2,3-b]pyridine-2-carboxamide